4,4'-methylenebis(2-ethylcyclohexyl-amine) C(C1CC(C(CC1)N)CC)C1CC(C(CC1)N)CC